CN1N=CC(=C1)C=1C=CC=2N(C1)N=CC2N2CCN(CC2)C(=O)NCC=2C=NC(=CC2)C 4-(6-(1-methyl-1H-pyrazol-4-yl)pyrazolo[1,5-a]pyridin-3-yl)-N-((6-methylpyridin-3-yl)methyl)piperazine-1-carboxamide